N1(CCNCC1)C1=CC=C(C=N1)NC1=NC2=C(C=CC=C2C=N1)C=1C=C(C=CC1)NC(C=C)=O N-(3-(2-((6-(piperazin-1-yl)pyridin-3-yl)amino)quinazolin-8-yl)phenyl)acrylamide